3-((3-exo)-3-((7-((5-cyclopropyl-1H-pyrazol-3-yl)amino)-1,6-naphthyridin-5-yl)amino)-8-azabicyclo[3.2.1]octan-8-yl)propionitrile C1(CC1)C1=CC(=NN1)NC1=NC(=C2C=CC=NC2=C1)NC1CC2CCC(C1)N2CCC#N